N-((4,6-dimethyl-2-oxo-1,2-dihydropyridin-3-yl)methyl)-6-(4-(morpholinomethyl)phenyl)-1H-indazole-4-carboxamide CC1=C(C(NC(=C1)C)=O)CNC(=O)C=1C=2C=NNC2C=C(C1)C1=CC=C(C=C1)CN1CCOCC1